S1C=NCC1 4,5-dihydro-1,3-thiazole